(5S,8S)-N-(2-chloro-4-fluorobenzyl)-5-fluoro-8-hydroxy-8-((methylsulfinyl)methyl)-5,6,7,8-tetrahydroquinoline-5-carboxamide ClC1=C(CNC(=O)[C@]2(C=3C=CC=NC3[C@@](CC2)(CS(=O)C)O)F)C=CC(=C1)F